(1r,3r)-3-((2-(3-((2-((2-ethylbenzofuran-6-yl)oxy)propyl)amino)propyl)benzofuran-6-yl)oxy)-N-methylcyclobutan-1-amine C(C)C=1OC2=C(C1)C=CC(=C2)OC(CNCCCC=2OC1=C(C2)C=CC(=C1)OC1CC(C1)NC)C